NC1=C(C=O)C=CC=C1C(F)(F)F 2-amino-3-(trifluoromethyl)benzaldehyde